(Z)-1-Chloro-2,3,3-trifluoro-1-propene Cl\C=C(\C(F)F)/F